N-ethyl-2-methylamino-2-phenylacetamide C(C)NC(C(C1=CC=CC=C1)NC)=O